FC(C=1C=CC(=NC1)O[C@@H]1CN(CC1)C1=C(C=C(C=C1)C1=CC=CC=C1)CN)(F)F (S)-(4-(3-(5-(trifluoromethyl)pyridin-2-yloxy)pyrrolidin-1-yl)biphenyl-3-yl)methanamine